para-tert-butyl-styrene C(C)(C)(C)C1=CC=C(C=C)C=C1